2,4-dichloro-8-methoxyquinoline ClC1=NC2=C(C=CC=C2C(=C1)Cl)OC